isopentyl isobutyrate (isopentyl isobutyrate) C(CC(C)C)C(C(=O)O)(C)C.C(C(C)C)(=O)OCCC(C)C